C1(CCCC2C(CCCC12)C(=O)O)C(=O)O 1,5-decalinedicarboxylic acid